BrC1=C(C=CC(=C1)F)C(CCC=C)NS(=O)C(C)(C)C N-(1-(2-bromo-4-fluorophenyl)pent-4-en-1-yl)-2-methylpropane-2-sulfinamide